1,1,1,3,3,3-Hexafluoropropan-2-yl (R)-1-((2-(trifluoromethyl)pyridin-3-yl)carbamoyl)-6-azaspiro[2.5]octan-6-carboxylat FC(C1=NC=CC=C1NC(=O)[C@@H]1CC12CCN(CC2)C(=O)OC(C(F)(F)F)C(F)(F)F)(F)F